pentamethylcyclopentadienyl-2,6-diisopropylphenoxytitanium dichloride [Cl-].[Cl-].CC1=C(C(=C(C1([Ti+2]OC1=C(C=CC=C1C(C)C)C(C)C)C)C)C)C